FC1(CC(C1)C=1C=CC(=NC1F)[C@@H](NC(=O)[C@H]1N(C[C@@H](C1)F)C(CC1=NC=CNC1=O)=O)C1=CC=CC=C1)F (2S,4R)-N-[(S)-[5-(3,3-difluorocyclobutyl)-6-fluoropyridin-2-yl](phenyl)methyl]-4-fluoro-1-[2-(3-oxo-3,4-dihydropyrazin-2-yl)acetyl]pyrrolidine-2-carboxamide